2-(2,6-dioxopiperidin-3-yl)-5-((6-(6-((1r,3r)-3-((5-(5-methyl-5H-pyrido[4,3-b]indol-7-yl)pyridin-2-yl)oxy)cyclobutoxy)pyridin-3-yl)hexyl)oxy)isoindoline-1,3-dione O=C1NC(CCC1N1C(C2=CC=C(C=C2C1=O)OCCCCCCC=1C=NC(=CC1)OC1CC(C1)OC1=NC=C(C=C1)C=1C=CC=2C3=C(N(C2C1)C)C=CN=C3)=O)=O